NC=1N=NC(=CC1N1CC2CCC(C1)N2C2=CC(=NC=C2)OCCN2CCN(CC2)C(=O)OCC2=CC=CC=C2)Cl benzyl 4-[2-([4-[3-(3-amino-6-chloropyridazin-4-yl)-3,8-diazabicyclo[3.2.1]octan-8-yl]pyridin-2-yl]oxy)ethyl]piperazine-1-carboxylate